1,2,4,5-tetrazine tert-butyl-(2-(5-chloropentanamido)ethyl)carbamate C(C)(C)(C)N(C(O)=O)CCNC(CCCCCl)=O.N1=NC=NN=C1